benzooxy ether C(C1=CC=CC=C1)OOOCC1=CC=CC=C1